C(C)(C)(C)OC(=O)N1C(C2=CC=CC=C2CC1)C(=O)O 2-tert-butoxycarbonyl-3,4-dihydro-1H-isoquinoline-1-carboxylic acid